NC1CCN(CC1)C(=O)OC(C)(C)C tert-butyl 4-amino-piperidine-1-carboxylate